tert-butyl 4-[[3-[[2-[3-[(E)-N'-acetoxycarbamimidoyl]phenyl]-1-(1,3-benzothiazol-2-yl)ethyl]sulfamoyl]phenyl]carbamoyl]piperidine-1-carboxylate C(C)(=O)O\N=C(\N)/C=1C=C(C=CC1)CC(C=1SC2=C(N1)C=CC=C2)NS(=O)(=O)C=2C=C(C=CC2)NC(=O)C2CCN(CC2)C(=O)OC(C)(C)C